6-[4-[(1-tert-butoxycarbonyl-4-piperidinyl)methyl]piperazin-1-yl]pyridazine-3-carboxylic acid C(C)(C)(C)OC(=O)N1CCC(CC1)CN1CCN(CC1)C1=CC=C(N=N1)C(=O)O